FC=1C=C2C(=CNC2=CC1F)NC(=O)C=1N=NN(C1)C=1C=NC(=C(C1)F)CCC(C)(C)O N-(5,6-difluoro-1H-indol-3-yl)-1-[5-fluoro-6-(3-hydroxy-3-methylbutyl)pyridin-3-yl]-1H-1,2,3-triazole-4-carboxamide